ClC1=NC(=C(C(=C1C#N)CC)C#N)N1CCOCC1 2-chloro-4-ethyl-6-morpholino-pyridine-3,5-dicarbonitrile